COC1=C(C=CC=C1)C#C 2-methoxyphenyl-acetylene